2-[5-[2-(Cyclopentanecarbonylamino)-4-pyridyl]-4-(4-fluorophenyl)imidazol-1-yl]acetic acid C1(CCCC1)C(=O)NC1=NC=CC(=C1)C1=C(N=CN1CC(=O)O)C1=CC=C(C=C1)F